OC(CO)C1OC(C2=CC=C(C(=C12)O)O)O 3-(1,2-dihydroxyethyl)-1,3-dihydroisobenzofuran-1,4,5-triol